5-((tert-Butoxycarbonyl)(3-fluoro-4-methoxybenzyl)amino)-2-morpholinobenzoic acid ethyl ester C(C)OC(C1=C(C=CC(=C1)N(CC1=CC(=C(C=C1)OC)F)C(=O)OC(C)(C)C)N1CCOCC1)=O